C1(=CC=CC(=C1)CN)CN 5-xylylenediamine